(aminomethyl)-7-methoxy-3-methyl-3,4-dihydrospiro[benzo[d][1,2]thiazine-1,1'-cyclopropane]-2,2-dioxide NCC1C2(C1)C1=C(CN(S2(=O)=O)C)C=CC(=C1)OC